C(CCCCCCCCCCCCCCCCC)(=O)NC(CN(C)C)C 2-Stearamidopropyl-Dimethylamine